methyl (S)-2-((6-((4-(cyclopropylethynyl)-2-fluorobenzyl)oxy)-3',6'-dihydro-[2,4'-bipyridin]-1'(2'H)-yl)methyl)-1-(oxetan-2-ylmethyl)-1H-benzo[d]imidazole-6-carboxylate C1(CC1)C#CC1=CC(=C(COC2=CC=CC(=N2)C=2CCN(CC2)CC2=NC3=C(N2C[C@H]2OCC2)C=C(C=C3)C(=O)OC)C=C1)F